N-[3-(5-chloro-1-methyl-6-oxopyridin-3-yl)-4-(2,4-difluorophenoxy)phenyl]ethanesulfonamide ClC1=CC(=CN(C1=O)C)C=1C=C(C=CC1OC1=C(C=C(C=C1)F)F)NS(=O)(=O)CC